ClC(C(=O)C1=CN(C=C1)C1(CC1)COC)(Cl)Cl 2,2,2-trichloro-1-[1-[1-(methoxymethyl)cyclopropyl]pyrrol-3-yl]ethanone